(2R,3S,4R,5R)-2-((R)-(3-chloro-4-fluorophenyl)(hydroxy)methyl)-5-(6-hydrazineylidene-3,6-dihydro-9H-purin-9-yl)tetrahydrofuran-3,4-diol ClC=1C=C(C=CC1F)[C@H]([C@H]1O[C@H]([C@@H]([C@@H]1O)O)N1C=2NC=NC(C2N=C1)=NN)O